C1(CC1)C1=NNC(=N1)C1CC2(CN(C2)C(=O)N2CC3(C2)CC(C3)COC3=NC=C(C=C3)C(F)(F)F)C1 [6-(3-cyclopropyl-1H-1,2,4-triazol-5-yl)-2-azaspiro[3.3]heptan-2-yl]-[6-[[5-(trifluoromethyl)-2-pyridyl]oxymethyl]-2-azaspiro[3.3]heptan-2-yl]methanone